pyrazolo[3,4-c]pyridazine N1N=CC=2C1=NN=CC2